C[C@H]1O[C@H](CN(C1)C1=NN(C=2C=CC=C(C12)C1=C(C=C2C=NN(C2=C1)C)F)CC(=O)O)C 2-(3-((2R,6S)-2,6-dimethylmorpholino)-5'-fluoro-1'-methyl-1H,1'H-[4,6'-biindazol]-1-yl)acetic acid